CC1=CC=C(COC(C2=C(C=C(C(=C2)C)/N=C/N(CC)CC)C)=O)C=C1.COC1=CC=C(C=C1)N(C1=CC=C(C=C1)OC)C=1C2(C3=CC4=CC(=CC=C4C3=CC1)N(C1=CC=C(C=C1)OC)C1=CC=C(C=C1)OC)C(=CC=C1C3=CC=C(C=C3C=C12)N(C1=CC=C(C=C1)OC)C1=CC=C(C=C1)OC)N(C1=CC=C(C=C1)OC)C1=CC=C(C=C1)OC 2,2',7,7'-tetrakis[N,N-bis(4-methoxyphenyl)amino]spirobifluorene 4-methylbenzyl-(E)-4-(((diethylamino)methylene)amino)-2,5-dimethylbenzoate